(R)-1-(3-((5-(4-fluorobenzoyl)-2-((1-methyl-1H-pyrazol-4-yl)amino)-7H-pyrrolo[2,3-d]pyrimidin-4-yl)amino)pyrrolidin-1-yl)propan-2-en-1-one FC1=CC=C(C(=O)C2=CNC=3N=C(N=C(C32)N[C@H]3CN(CC3)C(C=C)=O)NC=3C=NN(C3)C)C=C1